4-[[[9-[(2R,4S,5R)-5-ethynyl-4-hydroxy-5-(hydroxymethyl)tetrahydrofuran-2-yl]-2-fluoro-purin-6-yl]amino]methyl]-5-methyl-1,3-dioxolen-2-one C(#C)[C@]1([C@H](C[C@@H](O1)N1C2=NC(=NC(=C2N=C1)NCC=1OC(OC1C)=O)F)O)CO